3-((2S)-3-(8-(benzo[c][1,2,5]thiadiazol-5-ylsulfonyl)-1-oxa-8-azaspiro[4.5]decan-3-ylamino)-2-hydroxypropoxy)-N-methylbenzenesulfonamide N=1SN=C2C1C=CC(=C2)S(=O)(=O)N2CCC1(CC(CO1)NC[C@@H](COC=1C=C(C=CC1)S(=O)(=O)NC)O)CC2